N,N-dimethylisoquinolin-6-amine hydrochloride Cl.CN(C=1C=C2C=CN=CC2=CC1)C